6-[3-(3-bicyclo[1.1.1]pentanyl)-2-oxo-imidazolidin-1-yl]-4-[2-methoxy-3-(1-methyl-1,2,4-triazol-3-yl)anilino]-N-(trideuteriomethyl)pyridazine-3-carboxamide C12CC(C1)(C2)N2C(N(CC2)C2=CC(=C(N=N2)C(=O)NC([2H])([2H])[2H])NC2=C(C(=CC=C2)C2=NN(C=N2)C)OC)=O